NC1=NC=CC(=C1)C1=C(C=2C(N(C=CC2N1)C1CC1)=O)C1=NC=CC=C1 2-(2-aminopyridin-4-yl)-5-cyclopropyl-3-(pyridin-2-yl)-1,5-dihydro-4H-pyrrolo[3,2-c]pyridin-4-one